CC1=NC2=C(N1C1=CC=CC=C1)C=CC(=C2)C2=CC=C(C=C2)NC(=O)NCCCCC (4-(2-methyl-1-phenyl-1H-benzimidazol-5-yl)phenyl)-3-pentylurea